ClC(P(O)(O)=O)(P(O)(O)=O)Cl dichloromethylene-diphosphonic acid